FC1=C(C=CC=C1)[C@@H]([C@H](OS(=O)(=O)C)[C@@H]1N(CCC1)C(=O)OC(C)(C)C)C1=CC=CC=C1 Tert-butyl (R)-2-((1S,2S)-2-(2-fluorophenyl)-1-((methylsulfonyl)oxy)-2-phenylethyl)pyrrolidine-1-carboxylate